butyl-propanedioate C(CCC)C(C(=O)[O-])C(=O)[O-]